CC1(CN(CC1)C([C@H](CC(=O)O)N(C)C(=O)OCC1C2=CC=CC=C2C=2C=CC=CC12)=O)C (3S)-4-(3,3-dimethylpyrrolidin-1-yl)-3-[9H-fluoren-9-ylmethoxycarbonyl(methyl)amino]-4-oxobutanoic acid